C(C1CCC(CC1)NC(C)CC)C1CCC(CC1)NC(C)CC 4,4'-methylenebis(N-(sec-butyl)cyclohexan-1-amine)